[4-[1-isopropyl-4-(trifluoromethyl)imidazol-2-yl]-1-bicyclo[2.2.2]octanyl]methanamine C(C)(C)N1C(=NC(=C1)C(F)(F)F)C12CCC(CC1)(CC2)CN